C(C)(C)(C)N(CC(=O)O)C(C1=CC(=CC(=C1)S(=O)(=O)C1=CC(=CC(=C1)F)Br)Br)=O tert-butyl-(3-bromo-5-((3-bromo-5-fluorophenyl)sulfonyl)benzoyl)glycine